N,N'-diisopropyl-methanediimine C(C)(C)N=C=NC(C)C